(R)-8-bromo-1,2-dimethyl-1,4-dihydropyrido[3,4-b]pyrazin-3(2H)-one BrC1=CN=CC=2NC([C@H](N(C21)C)C)=O